[Cl-].C(C)[NH+]1CC(CCC1)CCC 1-ethyl-3-propylpiperidinium chloride